N1=NN=C(C=C1)C#N triazinenitrile